N-({2-[5-fluoro-2-(2H-1,2,3-triazol-2-yl)benzoyl]-4-methyl-2-azabicyclo[3.1.1]hept-3-yl}methyl)-5-(trifluoromethyl)pyrimidin-2-amine FC=1C=CC(=C(C(=O)N2C3CC(C(C2CNC2=NC=C(C=N2)C(F)(F)F)C)C3)C1)N1N=CC=N1